3-n-butyl-5,8-dibromo-4H-chromen-4-one C(CCC)C1=COC2=C(C=CC(=C2C1=O)Br)Br